4-hydrazinopiperidine-1,4-dicarboxylic acid 1-cyclopropylmethyl 4-methyl ester dihydrochloride Cl.Cl.COC(=O)C1(CCN(CC1)C(=O)OCC1CC1)NN